N-ethyl-N-phenyl-N'-(3-(1-butylpiperidin-4-yl)-1H-indol-5-yl)urea C(C)N(C(=O)NC=1C=C2C(=CNC2=CC1)C1CCN(CC1)CCCC)C1=CC=CC=C1